N-(6-(4-methoxyphenoxy)-1-(6-methyl-4,8-dioxo-1,3,6,2-dioxazaborocan-2-yl)hex-2-yn-1-yl)-4-nitrobenzenesulfonamide COC1=CC=C(OCCCC#CC(B2OC(CN(CC(O2)=O)C)=O)NS(=O)(=O)C2=CC=C(C=C2)[N+](=O)[O-])C=C1